C[C@@]12C(CC[C@H]1[C@@H]1CC(C3=CC(CC[C@]3(C)[C@H]1CC2)=O)=O)=O 4-androstene-3,6,17-trione